C[Hf](C1C=C(C=C1)C[Si](C)(C)C)(C1C=CC=2C3=C(C=CC12)C=CC=C3)(=[SiH2])(=[SiH2])(C)(C)C Tetramethyldisilylene(benz[e]inden-3-yl)(3-(trimethylsilylmethyl)-cyclopentadienyl)hafnium